BrC1=CC(=C(C=C1)C=1C(=NC(=CC1)N1CCC(CC1)(F)F)C(=O)N)N1CCC2(CC2)CC1 (4-bromo-2-(6-azaspiro[2.5]octan-6-yl)phenyl)-6-(4,4-difluoropiperidin-1-yl)picolinamide